N1N=CC2=CC(=CC=C12)C1(CCNCC1)N 4-(1H-indazol-5-yl)piperidin-4-amine